C(CCNC(CC1=CC=C(C(=O)NC2=C(C=CC=C2)N)C=C1)=O)NC(CC1=CC=C(C(=O)NC2=C(C=CC=C2)N)C=C1)=O 4,4'-((Propane-1,3-diylbis(azanediyl))bis(2-oxoethane-2,1-diyl))bis(N-(2-aminophenyl)benzamide)